tert-butyl-6-(3-(methoxy(methyl)amino)-3-oxopropyl)-1-methyl-3,4-dihydroisoquinoline C(C)(C)(C)C1N=C(C2=CC=C(C=C2C1)CCC(=O)N(C)OC)C